tert-butyl (tert-butoxycarbonyl)(7-(2-fluoro-3-(3-fluoro-4-(4-fluorophenyl)-4-hydroxybutoxy)-4-methylphenyl)-[1,2,4]triazolo[1,5-a]pyridin-2-yl)carbamate C(C)(C)(C)OC(=O)N(C(OC(C)(C)C)=O)C1=NN2C(C=C(C=C2)C2=C(C(=C(C=C2)C)OCCC(C(O)C2=CC=C(C=C2)F)F)F)=N1